FC1=C(C(=CC=C1)OC)N1N=C2C(=CC1=O)NN=C2C2=CC=C(C=C2)N2CC(N(CC2)C)=O 5-(2-Fluoro-6-methoxyphenyl)-3-(4-(4-methyl-3-oxopiperazin-1-yl)phenyl)-1H-pyrazolo[4,3-c]pyridazin-6(5H)-one